L-prolyl-18O-amide hydrochloride Cl.N1[C@@H](CCC1)C(=[18O])[NH-]